4-aminobutane-1,3-diol NCC(CCO)O